C(C)(C)(C)OC(CCOCCOCCN1N=NC(=C1)COC1=C(C(=CC=C1)OCC=1N=NN(C1)CCOCCOCCC(OC(C)(C)C)=O)C=1C2=CC=C(N2)C=C2C=CC(C(=C3C=CC(=CC=4C=CC1N4)N3)C3=CC=C(C=C3)C#C[Si](C(C)C)(C(C)C)C(C)C)=N2)=O 5-(2,6-Bis[1-(1-(9-tert-butyloxy-9-oxo-3,6-dioxanonyl)-1H-1,2,3-triazol-4-yl)methoxy]phenyl)-15-(4-(2-(triisopropylsilyl)ethynyl)phenyl)porphyrin